ClC=1C=C(C=CC1)C=1N=CNC1C1=CC2=C(N=CS2)C=C1 6-(4-(3-Chlorophenyl)-1H-imidazol-5-yl)benzo[d]thiazole